COC(C1=CC(=NC=C1F)C1=CC(=CC=C1)F)=O.FC1=CN=C(C=C1C(=O)OC)C1=CC(=CC=C1)F Methyl 5-fluoro-2-(3-fluorophenyl)isonicotinate Methyl-5-fluoro-2-(3-fluorophenyl)isonicotinate